2-(2-hydroxy-5-dodecylphenyl)benzotriazole OC1=C(C=C(C=C1)CCCCCCCCCCCC)N1N=C2C(=N1)C=CC=C2